OC(C(C(=O)OCC)C)(C)C ethyl 3-hydroxy-2,3-dimethylbutanoate